C(C)C1=NC(=NO1)C1=CC2=C([C@@H](CO2)NC(C)=O)C=C1 (S)-N-(6-(5-ethyl-1,2,4-oxadiazol-3-yl)-2,3-dihydrobenzofuran-3-yl)acetamide